1-(8-Amino-7-fluoro-6-(4-methyl-5,6,7,8-tetrahydro-1,5-naphthyridin-3-yl)isoquinolin-3-yl)-3-(2-methyl-2-azaspiro[3.3]heptan-6-yl)urea NC=1C(=C(C=C2C=C(N=CC12)NC(=O)NC1CC2(CN(C2)C)C1)C=1C=NC=2CCCNC2C1C)F